CC1=C(C=CC=C1)NC1=C(C=C(C=C1)NC1CCCCC1)C N-(2-methyl-phenyl)-N'-cyclohexyl-2-methyl-1,4-phenylenediamine